1-(3-(4,4,5,5-tetramethyl-1,3,2-dioxaborolan-2-yl)phenyl)imidazolidin-2-one CC1(OB(OC1(C)C)C=1C=C(C=CC1)N1C(NCC1)=O)C